C(C)(C)(C)OC(=O)N1CCC(CC1)N1N=CC(=C1)NC1=NC(=NC=C1C(F)(F)F)C1=CC=C(C=C1)C(=O)OC 4-(4-((2-(4-(methoxycarbonyl)phenyl)-5-(trifluoromethyl)pyrimidin-4-yl)amino)-1H-pyrazol-1-yl)piperidine-1-carboxylic acid tert-butyl ester